C(C)(=O)N1CC(NC2=CC(=CC=C12)SCC1=CC=CC=C1)=O 4-acetyl-7-(benzylthio)-3,4-dihydroquinoxalin-2(1H)-one